1-(1-(4,4-Diphenylbutyl)piperidin-4-yl)-3-(4-phenylbutyl)-1H-benzo[d]imidazol-2(3H)-one C1(=CC=CC=C1)C(CCCN1CCC(CC1)N1C(N(C2=C1C=CC=C2)CCCCC2=CC=CC=C2)=O)C2=CC=CC=C2